(4aR,8aS)-6-[3-[[6-(4-Fluorophenoxy)-5-(trifluoromethyl)-2-pyridyl]methoxy]azetidine-1-carbonyl]-4,4a,5,7,8,8a-hexahydropyrido[4,3-b][1,4]oxazin-3-one FC1=CC=C(OC2=C(C=CC(=N2)COC2CN(C2)C(=O)N2C[C@@H]3[C@@H](OCC(N3)=O)CC2)C(F)(F)F)C=C1